(6R)-9-fluoro-2,11,15,19,20,23-hexaazapentacyclo[15.5.2.17,11.02,6.020,24]pentacosa-1(23),7,9,17(24),18,21-hexaene-16,25-dione FC=1C=C2[C@H]3CCCN3C=3C=CN4N=CC(C(NCCCN(C1)C2=O)=O)=C4N3